ClC1=CC=C2C=CC(=NC2=C1CCl)C1=CC=CC=C1 7-chloro-8-(chloromethyl)-2-phenylquinoline